2-(5-methyl-3-oxo-indan-1-yl)-malononitrile CC=1C=C2C(CC(C2=CC1)C(C#N)C#N)=O